(S)-7-((3-bromo-5-fluoro-1,8-dimethyl-4-carbonyl-1,4-dihydroquinolin-2-yl)methyl)-4-ethyl-4-hydroxy-1,7-dihydro-3H-pyrano[3,4-c]pyridine-3,8(4H)-dione BrC1=C(N(C2=C(C=CC(=C2C1=C=O)F)C)C)CN1C(C2=C(C=C1)[C@@](C(OC2)=O)(O)CC)=O